FC(C[Te]C)(F)F methyl (trifluoroethyl) telluride